ClC=1C=C2C(=NC(=NC2=C(C1C1=CC(=CC2=CC=CC=C12)O)F)N1CC(C1)N(C)C)N1CCN(C2CC12)C(=O)[O-] 5-((S or R)-6-chloro-2-(3-(dimethylamino) azetidin-1-yl)-8-fluoro-7-(3-hydroxynaphthalen-1-yl) quinazolin-4-yl)-2,5-diazabicyclo[4.1.0]heptane-2-carboxylate